1-bromo-3,5,7-trimethyl-adamantane BrC12CC3(CC(CC(C1)(C3)C)(C2)C)C